2-(1,3-dimethylpiperidin-4-yl)-5-((S)-5-methyl-3,4,5,6-tetrahydropyridin-2-yl)benzo[d]thiazole CN1CC(C(CC1)C=1SC2=C(N1)C=C(C=C2)C2=NC[C@H](CC2)C)C